2-(furan-2-yl)-5,6,7,8-tetrahydro-4H-benzo[4,5]thieno[2,3-d][1,3]oxazin-4-one O1C(=CC=C1)C=1OC(C2=C(N1)SC1=C2CCCC1)=O